9-(3,4-dimethoxyphenyl)-9H-thioxanthene COC=1C=C(C=CC1OC)C1C2=CC=CC=C2SC=2C=CC=CC12